COC(=O)C1C(N(CCN1)C(=O)OC(C)(C)C)CCNC(=O)OC(C)(C)C (2-(tert-Butoxycarbonylamino)ethyl)piperazine-1,3-dicarboxylic acid 1-tert-butyl 3-methyl ester